Guanosine Monophosphate Disodium [Na+].[Na+].P(=O)([O-])([O-])OC[C@@H]1[C@H]([C@H]([C@@H](O1)N1C=NC=2C(=O)NC(N)=NC12)O)O